(1H-imidazol-1-yl)thieno[3,2-d]pyrimidine N1(C=NC=C1)C=1N=CC2=C(N1)C=CS2